BrC1=CC=C2C(=NN(C(C2=C1)=O)CC(=O)NC1=NC=NC=C1F)OC(F)F 2-[7-bromo-4-(difluoromethoxy)-1-oxo-phthalazin-2-yl]-N-(5-fluoropyrimidin-4-yl)acetamide